N1=C(C=CC=C1)N1CCN(CC1)S(=O)(=O)CCCN 3-((4-(pyridin-2-yl)piperazin-1-yl)sulfonyl)propan-1-amine